3-(2-(diisopropyl-amino)ethyl)-1H-indol-4-yl propionate C(CC)(=O)OC1=C2C(=CNC2=CC=C1)CCN(C(C)C)C(C)C